C1(=CC=CC=C1)NC[Si](OC)(OC)OC (N-phenylaminomethyl)(trimethoxy)silane